N-(1-(azetidin-1-yl)-2-methylpropan-2-yl)-4-((2R,4r,6S)-2-cyano-7-((5-methoxy-7-methyl-1H-indol-4-yl)methyl)-7-azaspiro[3.5]nonan-6-yl)benzamide N1(CCC1)CC(C)(C)NC(C1=CC=C(C=C1)[C@@H]1CC2(CC(C2)C#N)CCN1CC1=C2C=CNC2=C(C=C1OC)C)=O